NC1=CC=C(C=N1)OC=1C=C(C=CC1)NC(=O)NC1=CC(=C(C=C1)C)Cl 1-(3-((6-aminopyridin-3-yl)oxy)phenyl)-3-(3-chloro-4-methylphenyl)urea